S1C(=CC=C1)SC[C@H](N)C(=O)O S-(2-Thienyl)-L-cysteine